Dimethyl (2S)-2-((tert-butoxycarbonyl)amino)-4-hydroxypentanedioate C(C)(C)(C)OC(=O)N[C@H](C(=O)OC)CC(C(=O)OC)O